FC(CN1N=NC(=C1)C(=O)NCC1=NC=CC(=C1)C(F)(F)F)CCN1N=NC(=C1)C(NCC1=CC=C(C=C1)F)=O 1-[2-fluoro-4-(4-{[(4-fluorophenyl)methyl]carbamoyl}-1H-1,2,3-triazol-1-yl)butyl]-N-{[4-(trifluoromethyl)pyridin-2-yl]methyl}-1H-1,2,3-triazole-4-carboxamide